FC1=CC(=C(C=C1)C=1C(C(=NNC1C)C(=O)NC1=CC=C(C=C1)OC1=CC=NC2=CC(=CN=C12)OC)=O)C 5-(4-Fluoro-2-methylphenyl)-N-[4-[(7-methoxy-1,5-naphthyridin-4-yl)oxy]phenyl]-6-methyl-4-oxo-1H-pyridazine-3-carboxamide